NC=1C=CC(=C2CN(C(C12)=O)CC(=C)C(N)=O)C=1C=C2C(=NNC2=CC1)C1=CC(=C(C(=O)N)C=C1)OC 4-[5-[7-amino-2-(2-carbamoylallyl)-1-oxo-isoindolin-4-yl]-1H-indazol-3-yl]-2-methoxy-benzamide